(S)-N-((S)-2,6-dioxopiperidin-3-yl)-1,2,3,4,4a,5-hexahydropyrazino[1,2-d]pyrido[2,3-b][1,4]oxazine-8-carboxamide O=C1NC(CC[C@@H]1NC(=O)C=1C=CC2=C(OC[C@H]3N2CCNC3)N1)=O